ferric citrate C(CC(O)(C(=O)[O-])CC(=O)[O-])(=O)[O-].[Fe+3]